ClC1=C(OCC[C@H](C(=O)O)C)C=CC=C1C=1N(C2=NC=NC(=C2N1)OC1(CC1)C)CC1=C(C=CC(=C1)Cl)F |r| (racemic)-(R)-4-(2-chloro-3-(9-(5-chloro-2-fluorobenzyl)-6-(1-methylcyclopropoxy)-9H-purin-8-yl)phenoxy)-2-methylbutanoic acid